N-(1,1-dioxido-2-(4-(trifluoromethyl)phenyl)-3,4-dihydro-2H-benzo[b][1,4,5]oxathiazepin-8-yl)-4-isopropylthiazole-5-carboxamide O=S1(C2=C(OCCN1C1=CC=C(C=C1)C(F)(F)F)C=CC(=C2)NC(=O)C2=C(N=CS2)C(C)C)=O